(1r,3R,4S)-6-oxabicyclo[3.1.0]hexane-3-carboxylate [C@H]12CC(CC2O1)C(=O)[O-]